NC1=NC=C2NC(N(C2=N1)CC1=CC=C(C=C1)OC)=O 2-amino-9-(4-methoxybenzyl)-7,9-dihydro-8H-purin-8-one